ClC1=CC(=C(C2=C1N(N=N2)C)C)[C@@H](CC(=O)OCC)C=2C=C1CCCC1=C(C2)CN2C[C@H](OC1=C([C@@H]2C)N=CC=C1)CC |o1:12| ethyl (3S*)-3-(7-chloro-1,4-dimethyl-1H-benzotriazol-5-yl)-3-(7-{[(2R,5S)-2-ethyl-5-methyl-2,3-dihydropyrido[2,3-f][1,4]oxazepin-4(5H)-yl]methyl}-2,3-dihydro-1H-inden-5-yl)propanoate